(S)-tert-butyl 3-(hydroxymethyl)-2-azaspiro[4.4]nonane-2-carboxylate OC[C@H]1N(CC2(C1)CCCC2)C(=O)OC(C)(C)C